NCCCCCCNC(COC1=C2C(N(C(C2=CC=C1)=O)C1C(NC(CC1)=O)=O)=O)=O N-(6-aminohexyl)-2-((2-(2,6-dioxopiperidin-3-yl)-1,3-dioxoisoindolin-4-yl)oxy)acetamide